N1\C(\C(C2=CC=CC=C12)=O)=C\1/C(NC2=CC=CC=C12)=O (2Z,3E)-2,3'-BIINDOLE-2',3(1H,1'H)-DIONE